acryloxymethyldimethyl-Ethoxysilane C(C=C)(=O)OC[Si](OCC)(C)C